C(C)OC(C)N1N=CC(=C1)C1=C(C=2N(C=N1)N=C(N2)NC2=C(C=C(C=C2)S(=O)(=O)C=2C=C(C=CC2)N2CC(C2)O)F)OC(C)C 1-{3-[4-({7-[1-(1-ethoxyethyl)pyrazol-4-yl]-8-isopropoxy-[1,2,4]triazolo[1,5-c]pyrimidin-2-yl}amino)-3-fluorobenzenesulfonyl]phenyl}azetidin-3-ol